(2R,5S)-5-[(3-oxopiperazin-1-yl)methyl]-2-(4-phenoxyphenyl)-1,4-thiazepan-3-one O=C1CN(CCN1)C[C@H]1NC([C@H](SCC1)C1=CC=C(C=C1)OC1=CC=CC=C1)=O